CC1=CC=NC(=N1)SCC=1OC(=CN1)C1=CC2=CC=CC=C2C=C1 6-methyl-2-({[5-(naphthalen-2-yl)-1,3-oxazol-2-yl]methyl}sulfanyl)pyrimidin